O[C@]1(C(N(C2=CC=CC=C12)C=1C=C(C=NC1)CC1=NNC(C2=CC=CC=C12)=O)=O)C (R)-(+)-4-((5-(3-hydroxy-3-methyl-2-oxoindolin-1-yl)pyridin-3-yl)methyl)phthalazine-1(2H)-one